tert-butyl 3-cyano-3-(4-methoxy-4-methylpiperidin-1-yl)pyrrolidine-1-carboxylate C(#N)C1(CN(CC1)C(=O)OC(C)(C)C)N1CCC(CC1)(C)OC